trans-4-((4-(2-Cyclopropyloxazol-4-yl) pyridin-2-yl)((trans-4-(5-methoxy-6-methylpyridin-2-yl)cyclohexyl)methyl) carbamoyl)cyclohexyl ((R)-1-methylpiperidin-3-yl)carbamate CN1C[C@@H](CCC1)NC(O[C@@H]1CC[C@H](CC1)C(N(C[C@@H]1CC[C@H](CC1)C1=NC(=C(C=C1)OC)C)C1=NC=CC(=C1)C=1N=C(OC1)C1CC1)=O)=O